ClC1=NC=C(C(=C1)N)B1OC(C(O1)(C)C)(C)C 2-chloro-5-(4,4,5,5-tetramethyl-1,3,2-dioxaborolan-2-yl)pyridin-4-amine